lithium dicyano-(pentafluoroethyl)imidazole C(#N)C1=C(N=C(N1)C(C(F)(F)F)(F)F)C#N.[Li]